4-(4-pyridyl)-chlorobutane hydrochloride Cl.N1=CC=C(C=C1)CCCCCl